8-chloro-1-(3,5-dimethylphenyl)benzothieno[2,3-c]Pyridine ClC1=CC=CC2=C1SC=1C(=NC=CC12)C1=CC(=CC(=C1)C)C